5-(6-methoxypyridin-3-yl)-7-[(1S)-1-(1-phenyl-1H-1,2,3-triazol-4-yl)propyl]-7H-pyrrolo[2,3-d]pyrimidin-4-amine COC1=CC=C(C=N1)C1=CN(C=2N=CN=C(C21)N)[C@@H](CC)C=2N=NN(C2)C2=CC=CC=C2